tert-Butyl (1-(4-((5-ethynyl-2-fluorophenyl)amino)pyrido[3,2-d]pyrimidin-6-yl)azetidin-3-yl)carbamate C(#C)C=1C=CC(=C(C1)NC=1C2=C(N=CN1)C=CC(=N2)N2CC(C2)NC(OC(C)(C)C)=O)F